3-(3-fluoro-4-methyl-phenyl)-1-phenylurea FC=1C=C(C=CC1C)NC(NC1=CC=CC=C1)=O